3-amino-2-(cyclohexylmethyl)-2-(2-fluoro-5-(9-isopropyl-9H-purin-6-yl)phenyl)propanoic acid methyl ester hydrochloride Cl.COC(C(CN)(C1=C(C=CC(=C1)C1=C2N=CN(C2=NC=N1)C(C)C)F)CC1CCCCC1)=O